C([C@@H]1[C@H]([C@@H]([C@H]([C@@H](O1)O)O)OS(=O)(=O)O)O)O The molecule is a monosaccharide sulfate that is beta-D-glucopyranose in which the hydroxy group at position 3 has been converted into the corresponding hydrogen sulfate derivative. It derives from a beta-D-glucose.